ClC1=CC2=C(N=CNC2=O)N1C1=CC=C(C=C1)C1COC(CN1C(=O)OC(C)(C)C)(C)C tert-butyl 5-(4-(6-chloro-4-oxo-3,4-dihydro-7H-pyrrolo[2,3-d]pyrimidin-7-yl) phenyl)-2,2-dimethylmorpholine-4-carboxylate